4-(bromomethyl)-N-(4,4-difluorocyclohexyl)-6-(3-methyl-1H-pyrazol-1-yl)pyridin-2-amine BrCC1=CC(=NC(=C1)N1N=C(C=C1)C)NC1CCC(CC1)(F)F